4-(4-fluorophenyl)methylene-2,6-di-tert-butyl-2,5-cyclohexadiene-1-one FC1=CC=C(C=C1)C=C1C=C(C(C(=C1)C(C)(C)C)=O)C(C)(C)C